2-CHLORO-4,6-DIMETHOXYPYRIMIDIN-5-YLBORONIC ACID ClC1=NC(=C(C(=N1)OC)B(O)O)OC